4-[2-(2,6-dioxo-3-piperidinyl)-1,3-dioxo-isoindolin-4-yl]oxybutyric acid O=C1NC(CCC1N1C(C2=CC=CC(=C2C1=O)OCCCC(=O)O)=O)=O